The molecule is a member of guanidines, a beta-lactam, a monocarboxylic acid and a L-arginine derivative. It derives from a proclavaminic acid. It is a tautomer of a deoxyamidinoproclavaminic acid zwitterion. C1CN(C1=O)[C@@H](CCCN=C(N)N)C(=O)O